CC(=C=O)C dimethylketene